C[C@H]1N(CCC=2C1=NN(C2OS(=O)(=O)C(F)(F)F)C2=CC=CC=C2)C(=O)OC(C)(C)C |r| racemic-tert-butyl 7-methyl-2-phenyl-3-(((trifluoromethyl)sulfonyl) oxy)-2,4,5,7-tetrahydro-6H-pyrazolo[3,4-c]pyridine-6-carboxylate